C1CNCCC12CCC(CC2)C2=CC=CC=1N(CCOC12)C1C(NC(CC1)=O)=O 3-[8-(3-azaspiro[5.5]undecan-9-yl)-2,3-dihydro-1,4-benzoxazin-4-yl]piperidine-2,6-dione